4-((5-amino-1,3,4-thiadiazol-2-yl)thio)butyronitrile NC1=NN=C(S1)SCCCC#N